C(C)(C)(C)OC(=O)N[C@H](C(=O)N[C@H](C(=O)NC1=CC=C(C=C1)C(C(=O)O)O)C)C 2-(4-((S)-2-((S)-2-((tert-butoxycarbonyl)amino)propanamido)propanamido)phenyl)-2-hydroxyacetic acid